imidazole choline OCC[N+](C)(C)C.N1C=NC=C1